sodium caprylate C(CCCCCCC)(=O)[O-].[Na+]